FC1=C(OC2=CC=C(C=C2)C2=NN(C3=C2C=NC=C3OC)[C@H]3CN(CCC3)C(C=C)=O)C=CC=C1OC (R)-1-(3-(3-(4-(2-fluoro-3-methoxyphenoxy)phenyl)-7-methoxy-1H-pyrazolo[4,3-c]pyridin-1-yl)piperidin-1-yl)prop-2-en-1-one